FC([C@H]1C[C@H](C1)C1=NC(=NC2=NC(=C(N=C12)C)C)N1C[C@@H](OCC1)C1=CC(=NC=C1)C)F 4-(cis-3-(difluoromethyl)cyclobutyl)-6,7-dimethyl-2-((2S)-2-(2-methyl-4-pyridinyl)-4-morpholinyl)pteridine